4-[(3aR,4R,6aS)-4-methyl-2-[[4-(trifluoromethoxy)phenyl]methyl]-1,3,3a,4,6,6a-hexahydropyrrolo[3,4-c]pyrrol-5-yl]-6-chloro-1-methyl-1,5-naphthyridin-2-one C[C@@H]1[C@@H]2[C@H](CN1C1=CC(N(C3=CC=C(N=C13)Cl)C)=O)CN(C2)CC2=CC=C(C=C2)OC(F)(F)F